(5-{2-[(4-chlorobenzyl)oxy]benzylidene}-4-oxo-2-thioxo-1,3-thiazolidin-3-yl)acetic acid ClC1=CC=C(COC2=C(C=C3C(N(C(S3)=S)CC(=O)O)=O)C=CC=C2)C=C1